CC1=NOC(C1)C(=O)NS(=O)(=O)C methyl-N-methylsulfonyl-4H-isoxazole-5-carboxamide